NC=1C(=C(C=C2C=C(N=CC12)NC(OC1CC(C1)C#N)=O)C1=C(C2=C(OCCN2)N=C1)C)F (1s,3s)-3-cyanocyclobutyl (8-amino-7-fluoro-6-(8-methyl-2,3-dihydro-1H-pyrido[2,3-b][1,4]oxazin-7-yl)isoquinolin-3-yl)carbamate